C(O)(=O)O[C@@H]1CC2=CC[C@H]3[C@@H]4CC[C@H]([C@@H](CCCC(CCCBr)C)C)[C@]4(CC[C@@H]3[C@]2(CC1)C)C 2-bromoethyl-cholesterol carbonate